C1N(CCC2=CC=CC=C12)C[C@H](CN1C(C2=CC=C(C=C2CC1)NC(CO)=O)=O)O N-[2-[(2R)-3-(3,4-dihydro-1H-isoquinolin-2-yl)-2-hydroxy-propyl]-1-oxo-3,4-dihydroisoquinolin-6-yl]-2-hydroxy-acetamide